[Si](C)(C)(C(C)(C)C)OCC=1C=C(C=C(C1B1OCC(CO1)(C)C)Cl)NC1=NC=C(C(=N1)N[C@H]1COCCC1)C N2-[3-[[tert-butyl(dimethyl)silyl]oxymethyl]-5-chloro-4-(5,5-dimethyl-1,3,2-dioxaborinan-2-yl)phenyl]-5-methyl-N4-[(3R)-tetrahydropyran-3-yl]pyrimidine-2,4-diamine